(3R)-3-amino-5-[(4-chlorophenyl)methyl]-7-[5-(5,5-dimethyl-3-piperidyl)-1,2,4-oxadiazol-3-yl]-8-fluoro-1,1-dioxo-2,3-dihydro-1λ6,5-benzothiazepin-4-one N[C@H]1CS(C2=C(N(C1=O)CC1=CC=C(C=C1)Cl)C=C(C(=C2)F)C2=NOC(=N2)C2CNCC(C2)(C)C)(=O)=O